O1C[C@H](CC1)OC(=O)Cl chloroformic acid (S)-tetrahydrofuran-3-yl ester